1-[2-fluoro-4-[(1R,2S)-6-hydroxy-2-phenyl-tetrahydronaphthalen-1-yl]phenyl]piperidine-4-carbaldehyde FC1=C(C=CC(=C1)[C@H]1[C@H](CCC2=CC(=CC=C12)O)C1=CC=CC=C1)N1CCC(CC1)C=O